CC1=NNC2=C(C=C(C=C12)C(=O)N1CCC2(CC1)CC1=C(N=C(S1)C1(CCCC1)C)C(C2)=O)C 1'-(3,7-dimethyl-1H-indazole-5-carbonyl)-2-(1-methylcyclopentyl)-5H-spiro[benzo[d]thiazole-6,4'-piperidin]-4(7H)-one